[C@H]12CN(C[C@H](CC1)N2)C=2C1=C(N=C(N2)OCC23CCCN3CC(C2)F)CN(CC1)C1=CC(=CC2=CC=CC=C12)O 4-(4-((1R,5S)-3,8-diazabicyclo[3.2.1]octan-3-yl)-2-((2-fluorotetrahydro-1H-pyrrolizin-7a(5H)-yl)methoxy)-5,8-dihydropyrido[3,4-d]pyrimidin-7(6H)-yl)naphthalen-2-ol